FC1=C(CN2[C@@H](CCC2=O)CC(=O)N[C@H](C(SCC2=CC=CC=C2)=O)[C@@H](C)OC)C=CC=C1F S-Benzyl (2S,3R)-2-(2-((S)-1-(2,3-difluorobenzyl)-5-oxopyrrolidin-2-yl)acetamido)-3-methoxybutanethioate